2-((4-((R)-2-(4-chloro-2-(methoxy-d3)phenyl)-2-methyl-2H-chromen-8-yl)piperidin-1-yl)methyl)-3-(((S)-oxabutane-2-yl)methyl)-3H-imidazo[4,5-b]pyridine-5-carboxylic acid ClC1=CC(=C(C=C1)[C@@]1(OC2=C(C=CC=C2C=C1)C1CCN(CC1)CC1=NC=2C(=NC(=CC2)C(=O)O)N1C[C@@H](O)CC)C)OC([2H])([2H])[2H]